2-(2H-tetrazol-5-yl)ethan-1-amine hydrochloride Cl.N=1NN=NC1CCN